CC=1C=C(C2=C(C=C(O2)CNC(=O)C=2C=NN3C2N=CC=C3)C1)C(SCC)=O S-Ethyl 5-methyl-2-((pyrazolo[1,5-a]pyrimidine-3-carboxamido)methyl)-benzofuran-7-carbothioate